[N+](=O)([O-])C=1C(=NON1)C1=NOC(=NO1)C1=NON=C1[N+](=O)[O-] 3,6-Bis(4-nitro-1,2,5-oxadiazol-3-yl)-1,4,2,5-dioxadiazine